BrC=1SC(=C(N1)CN(C)C(=O)[O-])C1CCOCC1 ({[2-bromo-5-(3,4,5,6-tetrahydro-2H-pyran-4-yl)-1,3-Thiazol-4-yl]methyl}(methyl)amino)carboxylate